2-chloro-1-((3,4-difluorobenzyl)oxy)-3-fluoro-4-nitrobenzene ClC1=C(C=CC(=C1F)[N+](=O)[O-])OCC1=CC(=C(C=C1)F)F